Dibenzyldiethoxysilan C(C1=CC=CC=C1)[Si](OCC)(OCC)CC1=CC=CC=C1